C1(CC1)C1=NC=NC(=C1C=1N=C(C=2C(N1)=CN(N2)C)N(C([2H])([2H])[2H])[C@@H](C)C2=CC=C(C=C2)C=2N(C=C(N2)C(F)(F)F)C(C)C)OC (S)-5-(4-cyclopropyl-6-methoxypyrimidin-5-yl)-N-(1-(4-(1-isopropyl-4-(trifluoromethyl)-1H-imidazol-2-yl)phenyl)ethyl)-2-methyl-N-(methyl-d3)-2H-pyrazolo[4,3-d]pyrimidin-7-amine